N-(azetidin-3-yl)-1-[2-chloro-4-[[5-(2,3-difluoro-4-methoxy-phenyl)-1-methyl-imidazole-2-carbonyl]amino]benzoyl]piperidine-4-carboxamide N1CC(C1)NC(=O)C1CCN(CC1)C(C1=C(C=C(C=C1)NC(=O)C=1N(C(=CN1)C1=C(C(=C(C=C1)OC)F)F)C)Cl)=O